C1(CC1)C1=C(C(=CC(=C1)OC(F)F)C(C)C)NC(=O)N=[S@](=O)(N)C1=CC=C(C=C1)CN(C)C (R)-N'-(2-cyclopropyl-4-(difluoromethoxy)-6-isopropylphenylcarbamoyl)-4-((dimethylamino)methyl)benzenesulfonimidamide